O1C(CC1)CN(CC[C@@H](C(=O)O)NC1=NC=NC2=CC=CC=C12)CCCCC1=NC=2NCCCC2C=C1 (2S)-4-((oxetan-2-ylmethyl)(4-(5,6,7,8-tetrahydro-1,8-naphthyridin-2-yl)butyl)amino)-2-(quinazolin-4-ylamino)butanoic acid